O1-tert-butyl O3-methyl 5-[6-(2,6-dimethylphenyl)-2-[(6-nitro-2-pyridyl)sulfonylamino]pyrimidin-4-yl]oxypiperidine-1,3-dicarboxylate CC1=C(C(=CC=C1)C)C1=CC(=NC(=N1)NS(=O)(=O)C1=NC(=CC=C1)[N+](=O)[O-])OC1CC(CN(C1)C(=O)OC(C)(C)C)C(=O)OC